2-methyl-4-(1H-pyrazol-4-yl)quinoline CC1=NC2=CC=CC=C2C(=C1)C=1C=NNC1